2-(4-(3-(1-(5-chloropyrimidin-2-yl)piperidin-4-yl)propoxy)-2-fluorophenyl)-1-(1-((2S,3S,4R)-2,3,4,5-tetrahydroxypentyl)-1,7-diazaspiro[4.4]nonan-7-yl)ethan-1-one ClC=1C=NC(=NC1)N1CCC(CC1)CCCOC1=CC(=C(C=C1)CC(=O)N1CC2(CCCN2C[C@@H]([C@@H]([C@@H](CO)O)O)O)CC1)F